bis(4-aminobutyl)-ammonium NCCCC[NH2+]CCCCN